4-[(8-methoxy-2-methyl-[1,2,4]triazolo[1,5-a]pyridin-6-yl)methyl]cyclohexanecarboxylic acid COC=1C=2N(C=C(C1)CC1CCC(CC1)C(=O)O)N=C(N2)C